3-((1-(3-(3-hydroxyprop-1-yn-1-yl)phenyl)piperidin-4-yl)oxy)cyclobutan-1-ol OCC#CC=1C=C(C=CC1)N1CCC(CC1)OC1CC(C1)O